FC(N1C=NC2=C1C=CC(=C2)OC2=C(C=C(C=C2)NC2=NC=NC1=C2N=C(N=C1)N1CCN(CC1)C(C=C)=O)C)F 1-(4-(8-((4-((1-(difluoromethyl)-1H-benzo[d]imidazol-5-yl)oxy)-3-methylphenyl)amino)pyrimido[5,4-d]pyrimidin-2-yl)piperazin-1-yl)prop-2-en-1-one